C1(=CC=CC=C1)C(C)NC1=C(C=NC2=CC=C(C=C12)C=1C=C2C(=NC1)NC=C2)C#N 4-(1-phenyl-ethylamino)-6-(1H-pyrrolo[2,3-b]pyridin-5-yl)quinoline-3-carbonitrile